N-(1-(5-(4-cyano-3-methoxyphenyl)pyridin-3-yl)ethyl)ethanesulfonamide C(#N)C1=C(C=C(C=C1)C=1C=C(C=NC1)C(C)NS(=O)(=O)CC)OC